BrC1=CC(=C(C(=O)NC2(C(C2([2H])[2H])([2H])[2H])[2H])C(=C1)F)F 4-bromo-2,6-difluoro-N-(1,2,2,3,3-pentadeuterio-cyclopropyl)benzamide